C12(CC(C1)C2)NC(O[C@H]2C[C@H](CC2)C2=CC(=NN2)NC=2N=NC=CC2)=O (1R,3S)-3-(3-(pyridazin-3-ylamino)-1H-pyrazol-5-yl)cyclopentyl bicyclo[1.1.1]pentan-1-ylcarbamate